(4R)-4-(aminomethyl)-N-methyl-N-[4-(trifluoromethyl)phenyl]-3,4-dihydro-2H-1-benzopyran-7-amine NC[C@@H]1CCOC2=C1C=CC(=C2)N(C2=CC=C(C=C2)C(F)(F)F)C